(1R,2R)-N-(6-((R)-1-cyanospiro[2.2]pentan-1-yl)isoquinolin-3-yl)-2-(pyridin-4-yl)cyclopropane-1-carboxamide C(#N)[C@@]1(CC12CC2)C=2C=C1C=C(N=CC1=CC2)NC(=O)[C@H]2[C@@H](C2)C2=CC=NC=C2